S1C=CC2=C1C=CC=C2N2CCN(CC2)CCCCOC2=CC=C1CCC(NC1=C2)=O 7-(4-(4-(benzothien-4-yl)piperazin-1-yl)butoxy)-3,4-dihydroquinolin-2(1H)-one